CC1(COC(OC1)CC1(CC=CC1)[C@@H](C[N+](=O)[O-])N1C(O[C@@H]([C@@H]1C1=CC=CC=C1)C1=CC=CC=C1)=O)C (4S,5R)-3-[(1S)-1-{1-[(5,5-Dimethyl-1,3-dioxan-2-yl)methyl]cyclopent-3-en-1-yl}-2-nitroethyl]-4,5-diphenyl-1,3-oxazolidin-2-one